ClC1=CC=C2C(=N1)CN(C2=O)C2C(NC(CC2)=O)=O 3-(2-chloro-5-oxo-5H-pyrrolo[3,4-b]pyridin-6(7H)-yl)piperidine-2,6-dione